3-(triethoxysilylpropyl)aminopropyl-triethoxysilane C(C)O[Si](OCC)(OCC)CCCNCCC[Si](OCC)(OCC)OCC